CC=1C=C(C=C2C=NNC12)C[C@H](C(=O)N1CCN(CC1)C1CCN(CC1)C)NC(=O)N1CCC(CC1)C1=CC2=C(NC1=O)CCS2 (R)-N-(3-(7-methyl-1H-indazol-5-yl)-1-(4-(1-methylpiperidin-4-yl)piperazin-1-yl)-1-oxopropan-2-yl)-4-(5-oxo-2,3,4,5-tetrahydrothieno[3,2-b]pyridin-6-yl)piperidine-1-carboxamide